N-(8-cyclopentyl-7H-purin-6-yl)-2-(3-fluoro-5-(thiophen-2-yl)phenyl)acetamide C1(CCCC1)C1=NC2=NC=NC(=C2N1)NC(CC1=CC(=CC(=C1)C=1SC=CC1)F)=O